3,3'-{[4-({4-amino-6-oxo-3-[(4-{[3-(trimethylammonio)propyl]amino}phenyl)imino]cyclohexa-1,4-dien-1-yl}amino)phenyl]imino}bis(N,N,N-trimethylpropan-1-aminium) NC=1C(C=C(C(C1)=O)NC1=CC=C(C=C1)N(CCC[N+](C)(C)C)CCC[N+](C)(C)C)=NC1=CC=C(C=C1)NCCC[N+](C)(C)C